[Si](C)(C)(C(C)(C)C)OC1=C(C(=C(C(=C1[2H])[2H])C=CC(C)=O)[2H])[2H] 4-(4-((tert-butyldimethylsilyl)oxy)phenyl-2,3,5,6-d4)but-3-en-2-one